2-cyclopropyl-3-(2,4-difluorophenyl)-2-methyl-propan-1-amine C1(CC1)C(CN)(CC1=C(C=C(C=C1)F)F)C